1,2,4,5-benzenetetraformaldehyde C=1(C(=CC(=C(C1)C=O)C=O)C=O)C=O